nickel-tantalum-tungsten [W].[Ta].[Ni]